COCC1=NC2=CC(=CC(=C2N=C1)C=1SC2=C(N1)C(=CC(=C2)OCCN)C)C 2-(2-(2-(methoxymethyl)-7-methylquinoxalin-5-yl)-4-methylbenzo[d]thiazol-6-yloxy)ethylamine